ClC1=C(C(=O)N2COC3=C(C2)C=CC=C3C3=CC(=C(C(=O)OC)C=C3F)N3C2COCC3CC2)C(=CC(=C1)N1CC(C1)O)Cl methyl 4-[3-[2,6-dichloro-4-(3-hydroxyazetidin-1-yl)benzoyl]-2,4-dihydro-1,3-benzoxazin-8-yl]-5-fluoro-2-(3-oxa-8-azabicyclo[3.2.1]octan-8-yl)benzoate